1-cyclohexylmethylsulfinamide C1(CCCCC1)CS(=O)N